CN(C)S(=O)(=O)C1=CC2=C(C=C1)NC=C2C=O 3-FORMYL-N,N-DIMETHYL-1H-INDOLE-5-SULFONAMIDE